C(#N)CC1CC(C1)(C1=NN=CN1C)C=1C=C(C=CC1)NC(=O)C1=CC(=C2C(=N1)C=CN2)C=C N-(3-((1s,3s)-3-(cyanomethyl)-1-(4-methyl-4H-1,2,4-triazol-3-yl)cyclobutyl)phenyl)-7-vinyl-1H-pyrrolo[3,2-b]pyridine-5-carboxamide